2-p-methoxybenzyl-5,5-dimethyl-4-thiazolidinecarboxylic acid COC1=CC=C(CC2SC(C(N2)C(=O)O)(C)C)C=C1